1-tert-butoxycarbonyl-3-(tert-butoxycarbonylamino)azetidine-3-carboxylic acid C(C)(C)(C)OC(=O)N1CC(C1)(C(=O)O)NC(=O)OC(C)(C)C